ClC=1C=C(C=CC1Cl)C1=CC=C(O1)CCNC(=O)C=1NN=C(C1)C(=O)N1CCC(CC1)N1CCOCC1 5-(4-Morpholin-4-ylpiperidine-1-carbonyl)-2H-pyrazole-3-carboxylic acid {2-[5-(3,4-dichlorophenyl)furan-2-yl]ethyl}amide